P(=O)(OCCCCCCCN(CCCCCCCCC)CCCCCCCCC)(OCCCCCCC)[O-] 7-(dinonylamino)heptyl heptyl phosphate